(3R)-3-amino-5-[(4-chlorophenyl)methyl]-8-fluoro-7-[5-(2-fluorophenyl)-1,3,4-oxadiazol-2-yl]-1,1-dioxo-2,3-dihydro-1lambda6,5-benzothiazepin-4-one N[C@H]1CS(C2=C(N(C1=O)CC1=CC=C(C=C1)Cl)C=C(C(=C2)F)C=2OC(=NN2)C2=C(C=CC=C2)F)(=O)=O